FC1=C(C(=C(C(=C1F)[N+](=O)[O-])F)F)O 2,3,5,6-tetrafluoro-4-nitrophenol